C1=CC=CC=2C3=CC=CC=C3C(C12)COC(=O)N[C@@H](CCCCNC(=O)OCC=C)C(=O)O N2-(((9H-fluoren-9-yl)methoxy)carbonyl)-N6-((allyloxy)carbonyl)-L-lysine